BrC1=CC=CC(=N1)NC([C@H](C)NC(OC(C)(C)C)=O)=O (s)-tert-butyl (1-((6-bromopyridin-2-yl)amino)-1-oxopropan-2-yl)carbamate